(R)-N-(1-(3-(1-ethyl-1H-pyrazol-3-yl)-5-(1-methyl-1H-pyrazol-4-yl)phenyl)ethyl)-2-methyl-5-(4-methyl-1,4-diazepan-1-yl)benzamide C(C)N1N=C(C=C1)C=1C=C(C=C(C1)C=1C=NN(C1)C)[C@@H](C)NC(C1=C(C=CC(=C1)N1CCN(CCC1)C)C)=O